(S)-N-(3''-fluoro-5''-methoxy-2,2'-dimethyl-4''-(((6-oxopiperidin-3-yl)amino)methyl)-[1,1':3',1''-terphenyl]-3-yl)-3-methyl-2,4-dioxo-1,2,3,4-tetrahydropyrimidine-5-carboxamide FC=1C=C(C=C(C1CN[C@@H]1CNC(CC1)=O)OC)C=1C(=C(C=CC1)C1=C(C(=CC=C1)NC(=O)C=1C(N(C(NC1)=O)C)=O)C)C